tert-butyl N-((6-(5,5-dimethyl-1,3,2-dioxaborinan-2-yl)-4-fluoro-1H-indol-2-yl)methyl)carbamate CC1(COB(OC1)C1=CC(=C2C=C(NC2=C1)CNC(OC(C)(C)C)=O)F)C